1-[6-(1,2,3,6-tetrahydropyridin-4-yl)pyrazolo[1,5-a]pyridin-3-yl]hexahydropyrimidine-2,4-dione trifluoroacetate FC(C(=O)O)(F)F.N1CCC(=CC1)C=1C=CC=2N(C1)N=CC2N2C(NC(CC2)=O)=O